2-Fluoro-N-(cyclobutyl)-5-cyanobenzamide FC1=C(C(=O)NC2CCC2)C=C(C=C1)C#N